4-(bicyclo[1.1.1]pentan-1-ylamino)-N-(2,6-dimethylphenyl)-2-((4-(4-methylpiperazin-1-yl)phenyl)amino)pyrimidine-5-carboxamide C12(CC(C1)C2)NC2=NC(=NC=C2C(=O)NC2=C(C=CC=C2C)C)NC2=CC=C(C=C2)N2CCN(CC2)C